2-((5-chloro-2-((4-(isobutoxycarbamoyl)phenyl)amino)pyrimidin-4-yl)amino)benzene ClC=1C(=NC(=NC1)NC1=CC=C(C=C1)C(NOCC(C)C)=O)NC1=CC=CC=C1